(S)-1-ethyl-N-(3-(1-((1-methyl-1H-pyrazolo[3,4-b]pyrazin-6-yl)amino)ethyl)phenyl)-1H-pyrazole-4-carboxamide C(C)N1N=CC(=C1)C(=O)NC1=CC(=CC=C1)[C@H](C)NC1=CN=C2C(=N1)N(N=C2)C